5-Cyano-N-(3-cyano-4-methyl-1H-indol-7-yl)-1-methyl-pyrazol-4-sulfonamid C(#N)C1=C(C=NN1C)S(=O)(=O)NC=1C=CC(=C2C(=CNC12)C#N)C